CON=C1C2=C(N(C=N1)[C@@H]1O[C@@H]([C@@]([C@H]1O)(C)O)COC1=CC=C3C=CC(=NC3=C1)N)NC=C2 ((2R,3R,4S,5R)-5-(((2-aminoquinolin-7-yl)oxy)methyl)-3,4-dihydroxy-4-methyltetrahydrofuran-2-yl)-1H-pyrrolo[2,3-d]pyrimidin-4(7H)-one O-methyloxime